FC=1C=C(C=NC1OC)N1N=C(C2=C1CCOCC2)C2=CC(=NC=C2)C(C)N2CCN(CC2)C(C)C 5-Fluoro-6-methoxypyridin-3-yl-3-(2-(1-(4-isopropylpiperazin-1-yl)ethyl)pyridin-4-yl)-4,5,7,8-tetrahydro-1H-oxepino[4,5-c]pyrazole